(3R,11S)-3,11-dimethyl-10-oxa-6-fluoro-2,13,16,17-tetraazatetracyclo[13.5.2.04,9.018,22]Docosane-1(20),4,6,8,15,18,21-heptaen-14-one C[C@H]1NC2=CC=C3NN=C(C(NC[C@@H](OC4=CC=C(C=C14)F)C)=O)C3=C2